(-)-[(3S*,4R*)-4-(2,6-difluoro-4-methoxyphenyl)-2-oxopyrrolidin-3-yl]carbamic acid benzyl ester C(C1=CC=CC=C1)OC(N[C@@H]1C(NC[C@H]1C1=C(C=C(C=C1F)OC)F)=O)=O |o1:10,14|